ClC1=C2C=NN(C2=CC(=C1I)C(F)(F)F)C1OCCCC1 4-chloro-5-iodo-1-(tetrahydro-2H-pyran-2-yl)-6-(trifluoromethyl)-1H-indazole